1,2-Dierucoyl-sn-glycero-3-phosphoethanol C(CCCCCCCCCCC\C=C/CCCCCCCC)(=O)OC[C@@H](OC(CCCCCCCCCCC\C=C/CCCCCCCC)=O)COP(=O)(O)OCC